BrC(C(=O)N)=C Alpha-bromo-acrylamide